C(=O)O.CN1N=NC2=C1C=CC(=C2C)C(CC(=O)O)C=2C=C1C(CCC1=CC2)N2C[C@H](OC1=C(C2)C=C(C=C1)C)C 3-(1,4-dimethyl-1H-benzo[d][1,2,3]triazol-5-yl)-3-(3-((R)-2,7-dimethyl-2,3-dihydrobenzo[f][1,4]oxazepin-4(5H)-yl)-2,3-dihydro-1H-inden-5-yl)propanoic acid, formic acid salt